FC(C(=O)O)(F)F.FC(C(=O)O)(F)F.FC(C(=O)O)(F)F.COC=1C=C(C=CC1OC)C1=NC2=C(N1C)C=C(C=C2C)C2CCN(CC2)C2CC1(CN(C1)CC(C)C)C2 2-(3,4-dimethoxyphenyl)-6-(1-(2-isobutyl-2-azaspiro[3.3]heptan-6-yl)piperidin-4-yl)-1,4-dimethyl-1H-benzo[d]imidazole tris(2,2,2-trifluoroacetate)